glycerol monostearidonate C(CCCC\C=C/C\C=C/C\C=C/C\C=C/CC)(=O)OCC(O)CO